NC1=C(C(=CC=C1)COC(C)([Si](C)(C)C)C)COC1=CC=C(OC2CCN(CC2)C(=O)OC(C)(C)C)C=C1 tert-Butyl 4-[4-[[2-amino-6-[(1-methyl-1-trimethylsilyl-ethoxy)methyl]phenyl]methoxy]-phenoxy]piperidine-1-carboxylate